(S)-2-amino-3-(4-(4-((R)-1-(4-chloro-2-(furan-3-yl)phenyl)-2,2,2-trifluoroethoxy)thieno[3,2-d]pyrimidin-7-yl)phenyl)propanoic acid hydrochloride Cl.N[C@H](C(=O)O)CC1=CC=C(C=C1)C1=CSC2=C1N=CN=C2O[C@@H](C(F)(F)F)C2=C(C=C(C=C2)Cl)C2=COC=C2